N(=C=O)C1C(C(C(C(C1C)C)N=C=O)C)C 1,4-diisocyanato-2,3,5,6-tetramethylcyclohexane